1-pentyl-4-butylpiperidinium triflate [O-]S(=O)(=O)C(F)(F)F.C(CCCC)[NH+]1CCC(CC1)CCCC